C1(=CC=CC=C1)CON1[C@@H]2CC[C@H](N(C1=O)C2)C(NC(CCONC(=N)N)=O)=N N-(((2S,5R)-6-(phenylmethyloxy)-7-oxo-1,6-diazabicyclo[3.2.1]oct-2-yl)(imino)methyl)-3-(guanidinooxy)propionamide